9-(((1s,4s)-4-(3,5-dimethyl-1H-pyrazol-1-yl)cyclohexyl)methyl)-2-(2-isopropylphenyl)-7,9-dihydro-8H-purin-8-one CC1=NN(C(=C1)C)C1CCC(CC1)CN1C2=NC(=NC=C2NC1=O)C1=C(C=CC=C1)C(C)C